CCC(CC)N1N=CC(=C1)C=1C=2N(C=C(N1)C=1C=NN(C1)C[C@@H](CC)O)N=CC2 (R)-1-(4-(4-(1-(pent-3-yl)-1H-pyrazol-4-yl)pyrazolo[1,5-a]pyrazin-6-yl)-1H-pyrazol-1-yl)butan-2-ol